O[C@@H]1[C@](COC1)(C)N1CCC(CC1)C=1C=C2C=C(N=CC2=CC1C)NC(=O)C1CC2(CC2)C1 N-(6-(1-((3R,4R)-4-hydroxy-3-methyltetrahydrofuran-3-yl)piperidin-4-yl)-7-methylisoquinolin-3-yl)spiro[2.3]hexane-5-carboxamide